C1(CC1)C(=O)NC1=C(C(=C2C(=N1)NC=C2)C=2CCN(CC2)C(=O)OC(C)(C)C)C tert-butyl 4-(6-(cyclopropanecarboxamido)-5-methyl-1H-pyrrolo[2,3-b]pyridin-4-yl)-3,6-dihydropyridine-1(2H)-carboxylate